C1(CCCC1)N(S(=O)(=O)C1=CC(=CC=C1)NC1=NC=CC=C1)CC=1C=C2CCCN(C2=CC1)CC N-cyclopentyl-N-((1-ethyl-1,2,3,4-tetrahydroquinolin-6-yl)methyl)-3-(pyridin-2-ylamino)benzenesulfonamide